FC(C=1C(=C(C=CC1)[C@@H](C)NC1=CN=NC2=CC=C(C=C12)N1CCN(CC1)C(=O)[C@H]1COCC1)F)F (4-(4-((R)-1-(3-(difluoromethyl)-2-fluorophenyl)ethylamino)cinnolin-6-yl)piperazin-1-yl)((R)-tetrahydrofuran-3-yl)methanone